1'-(3-(3-chloro-2-methylpyridin-4-yl)imidazo[1,5-a]pyrazin-8-yl)-2-methyl-5,7-dihydrospiro[cyclopenta[b]pyridine-6,4'-piperidine]-5-amine ClC=1C(=NC=CC1C1=NC=C2N1C=CN=C2N2CCC1(CC2)C(C=2C(=NC(=CC2)C)C1)N)C